FC1=C(C=CC(=C1)F)N1N=NC(=C1)[C@@H](CC)N1C=C(C2=C1N=CN=C2N)C=2C=NC(=NC2)C(F)(F)F 7-{(1R)-1-[1-(2,4-difluorophenyl)-1H-1,2,3-triazol-4-yl]propyl}-5-[2-(trifluoromethyl)pyrimidin-5-yl]-7H-pyrrolo[2,3-d]pyrimidin-4-amine